NC1=CC=C(C=C1)C1=NN2C(NC(=C(C2=O)C=2C=C3C=CC=NC3=CC2)C)=C1C1=CC=CC=C1 2-(4-aminophenyl)-5-methyl-3-phenyl-6-(quinolin-6-yl)pyrazolo[1,5-a]pyrimidin-7(4H)-one